C1(=CC=CC=C1)C1(CCN(CC1)C(=O)C1=NOC(=N1)C1=C(C(=C(C(=C1)F)F)O)F)C#N 4-phenyl-1-(5-(2,4,5-trifluoro-3-hydroxyphenyl)-1,2,4-oxadiazole-3-carbonyl)piperidine-4-carbonitrile